3-(3,5-dimethyl-1-(3-methyl-[1,2,4]triazolo[4,3-b]pyridazin-6-yl)-1H-pyrazol-4-yl)-1-(4-(4-(dimethylamino)benzyl)piperazin-1-yl)propan-1-one CC1=NN(C(=C1CCC(=O)N1CCN(CC1)CC1=CC=C(C=C1)N(C)C)C)C=1C=CC=2N(N1)C(=NN2)C